N=1SN=C2C1C=CC(=C2)C(C)=O 1-(benzo[c][1,2,5]thiadiazol-5-yl)ethan-1-one